Fmoc-O-benzyl-L-tyrosine C(=O)(OCC1C2=CC=CC=C2C2=CC=CC=C12)N[C@@H](CC1=CC=C(C=C1)OCC1=CC=CC=C1)C(=O)O